(4-methoxybenzyl) phenyl-6-O-hexanoyl-β-D-glucopyranoside C1(=CC=CC=C1)[C@]1(OCC2=CC=C(C=C2)OC)[C@H](O)[C@@H](O)[C@H](O)[C@H](O1)COC(CCCCC)=O